bis[4-(beta-D-glucopyranosyloxy) benzyl]-2-isobutyl malate C(C(O)CC(=O)[O-])(=O)OC(C(CC1=CC=C(C=C1)O[C@H]1[C@H](O)[C@@H](O)[C@H](O)[C@H](O1)CO)CC1=CC=C(C=C1)O[C@H]1[C@H](O)[C@@H](O)[C@H](O)[C@H](O1)CO)(C)C